ClC1=CC=2N(C=C1)N=CN2 7-chloro-[1,2,4]triazolo[1,5-A]pyridine